4-chloro-N1,N1-dimethyl-N3-(2-(piperidin-1-yl)phenyl)benzene-1,3-disulfonamide ClC1=C(C=C(C=C1)S(=O)(=O)N(C)C)S(=O)(=O)NC1=C(C=CC=C1)N1CCCCC1